[Si](C)(C)(C(C)(C)C)OC1=CC=2CC[C@H]3[C@@H]4CC(C([C@@]4(C)CC[C@@H]3C2C=C1)=O)S(=O)C1=CC=CC=C1 3-tert-butyldimethylsilyloxy-16-(phenylsulfinyl)-estra-1,3,5(10)-triene-17-one